2-hexyldecyl 6-(2-(decanoyloxy)ethyl)-3-ethyl-12-hexyl-10-oxo-9,11-dioxa-3,6-diazahexadecan-16-oate C(CCCCCCCCC)(=O)OCCN(CCN(CC)CC)CCOC(OC(CCCC(=O)OCC(CCCCCCCC)CCCCCC)CCCCCC)=O